(R)-7-chloro-N-(1-(3-(difluoro(1-isopropylpiperidin-4-yl)methyl)-2-fluorophenyl)ethyl)-6-(4-isopropylpiperazin-1-yl)-2-methylpyrido[2,3-d]pyrimidin-4-amine ClC=1C(=CC2=C(N=C(N=C2N[C@H](C)C2=C(C(=CC=C2)C(C2CCN(CC2)C(C)C)(F)F)F)C)N1)N1CCN(CC1)C(C)C